1-methylcarbonyl-4-(methylhydrotelluro-methyl)benzene CC(=O)C1=CC=C(C=C1)C([TeH])C